N-[3-(3-chloro-4-cyano-phenoxy)-2,2,4,4-tetramethyl-cyclobutyl]-2-[4-[2-[3-[2-(6-methyl-7-oxo-1H-pyrrolo[2,3-c]pyridin-4-yl)phenoxy]phenoxy]ethoxy]-1-piperidyl]pyrimidine-5-carboxamide ClC=1C=C(OC2C(C(C2(C)C)NC(=O)C=2C=NC(=NC2)N2CCC(CC2)OCCOC2=CC(=CC=C2)OC2=C(C=CC=C2)C=2C3=C(C(N(C2)C)=O)NC=C3)(C)C)C=CC1C#N